2-[(1R,2S)-1-cyclopropyl-2-(5-fluoropyridin-2-yl)-2-hydroxyethyl]-6-[5-(difluoromethyl)-1,3,4-oxadiazol-2-yl]-2,3-dihydro-1H-isoindol-1-one C1(CC1)[C@H]([C@H](O)C1=NC=C(C=C1)F)N1C(C2=CC(=CC=C2C1)C=1OC(=NN1)C(F)F)=O